CN1C=2C=CC(=NC2C(=CC1=O)N1[C@H](CN(CC1)C=1C=CC=C2C=CC=NC12)C)C#N (S)-5-Methyl-8-(2-methyl-4-(chinolin-8-yl)piperazin-1-yl)-6-oxo-5,6-dihydro-1,5-naphthyridin-2-carbonitril